N'-(4-(4-(aminomethyl)-1H-pyrazol-1-yl)-6-methylpicolinoyl)-2-fluorobenzenesulfonohydrazide hydrochloride Cl.NCC=1C=NN(C1)C1=CC(=NC(=C1)C)C(=O)NNS(=O)(=O)C1=C(C=CC=C1)F